ClC=1C(=CC(=NC1)C)C1=C(C=NC(=C1)C)C(=O)NC=1SC(=NN1)OC 5'-chloro-N-(5-methoxy-1,3,4-thiadiazol-2-yl)-2',6-dimethyl-(4,4'-bipyridine)-3-carboxamide